3-(4-methoxyphenyl)-1-phenyl-4-(thiophen-2-yl)imidazolidine COC1=CC=C(C=C1)N1CN(CC1C=1SC=CC1)C1=CC=CC=C1